5'-(3',4'-dihydroxyphenyl)-gamma-valerolactone sulfate C1CC(=O)OC1CC2=CC(=C(C=C2)O)OS(=O)(=O)O